ClC1=CC=C(CC2=CC=CC(=N2)CO)C=C1 (6-(4-chlorobenzyl)pyridin-2-yl)methanol